C12(CC(C1)C2)N2[C@@H](C=1NC3=CC=CC=C3C1C[C@H]2C)C2=CC=C(C=N2)NC2CN(C2)CC#C 6-((1S,3R)-2-(bicyclo[1.1.1]pentan-1-yl)-3-methyl-2,3,4,9-tetrahydro-1H-pyrido[3,4-b]indol-1-yl)-N-(1-(prop-2-yn-1-yl)azetidin-3-yl)pyridin-3-amine